6-[4-[acetyl(cyclopropylmethyl)amino]-3-chloro-phenyl]-N-[2-(3-thienyl)ethyl]pyridine-3-carboxamide C(C)(=O)N(C1=C(C=C(C=C1)C1=CC=C(C=N1)C(=O)NCCC1=CSC=C1)Cl)CC1CC1